O-(6-amino-2-cyclopropylbenzo[d]oxazol-5-yl)-N-(t-butoxycarbonyl)-L-serine NC1=CC2=C(N=C(O2)C2CC2)C=C1OC[C@H](NC(=O)OC(C)(C)C)C(=O)O